FC(C=1C(=NC=CC1)CCC(=O)O)(F)F 3-(trifluoromethyl)-2-pyridinepropanoic acid